BrC1=CC=C(O1)CNC(=O)N1CCOCC1 N-((5-bromofuran-2-yl)methyl)morpholine-4-carboxamide